(3,5-bistrifluoromethylphenyl) borate B(OC1=CC(=CC(=C1)C(F)(F)F)C(F)(F)F)([O-])[O-]